C(C1=CC=CC=C1)OC(=O)N1C(CNCC1)C1=C(C(=C(C(=C1F)F)C=O)F)F (2,3,5,6-tetrafluoro-4-formylphenyl)piperazine-1-carboxylic acid benzyl ester